N-[(1S)-1-[3-(1-methyl-4-nitro-1H-pyrazol-5-yl)phenyl]but-3-en-1-yl]carbamic acid tert-butyl ester C(C)(C)(C)OC(N[C@@H](CC=C)C1=CC(=CC=C1)C1=C(C=NN1C)[N+](=O)[O-])=O